(Z)-1-(4-(2-aminoethyl)phenyl)-3-(3-(2-isopropyl-5-methylphenyl)-4-oxothiazolidine-2-ylidene)urea NCCC1=CC=C(C=C1)NC(=O)\N=C\1/SCC(N1C1=C(C=CC(=C1)C)C(C)C)=O